tert-butyl N-[2-[2-[2-[2-[2-[2-[2-[5-(7,8-dichloro-3-fluoro-6-methyl-1,5-naphthyridin-2-yl)pyrimidin-2-yl]oxyethoxy]ethoxy]ethoxy]ethoxy]ethoxy]ethoxy]ethyl]carbamate ClC1=C(N=C2C=C(C(=NC2=C1Cl)C=1C=NC(=NC1)OCCOCCOCCOCCOCCOCCOCCNC(OC(C)(C)C)=O)F)C